tri(3-pentyl)amine CCC(CC)N(C(CC)CC)C(CC)CC